CS(=O)CC(C(=O)O)CCC(=O)O 2-[(methylsulfinyl)methyl]glutaric acid